1-(3-aminopropyl)-2-methyl-1H-imidazol NCCCN1C(=NC=C1)C